FC=1C(N(C=CC1)C1=NC=CC=C1)=O fluoro-2-oxo-2H-[1,2'-bipyridine]